[NH4+].C(CCCCCCCCC=C)(=O)[O-] undecylenic acid ammonium salt